ClC1=CC=C(C(=O)N2CC3(C2)CN(CC3)C3=CN=C2C(=N3)N(N=C2)CC(F)F)C=C1 2-(4-chlorobenzoyl)-6-[1-(2,2-difluoroethyl)-1H-pyrazolo[3,4-b]pyrazin-6-yl]-2,6-diazaspiro[3.4]octane